2-[(2's,4r)-2'-fluoro-6-iodo-1-oxospiro[3H-isoquinoline-4,1'-cyclopropan]-2-yl]-N-(3-hydroxy-3-methylcyclobutyl)acetamide F[C@@H]1[C@@]2(C1)CN(C(C1=CC=C(C=C12)I)=O)CC(=O)NC1CC(C1)(C)O